(R)-1-(5-Fluoropyridin-3-yl)-2-((2-((1r,4R)-4-methoxycyclohexyl)ethyl)-amino)ethan-1-ol FC=1C=C(C=NC1)[C@H](CNCCC1CCC(CC1)OC)O